3'-thioadenosine triphosphate P(O)(=O)(OP(=O)(O)OP(=O)(O)O)OC[C@@H]1[C@H]([C@H]([C@@H](O1)N1C=NC=2C(N)=NC=NC12)O)S